C1(=CC=C(C=C1)N(C1=CC(=C(C=C1)C1=CC=C(C=C1)N(C1=CC=CC=C1)C1=CC=C(C=C1)C1=CC=CC=C1)C1=CC=CC=C1)C1=CC=C(C=C1)C1=CC=CC2=CC=CC=C12)C1=CC=CC=C1 4-{(biphenyl-4-yl)-(4-naphthalen-1-yl-phenyl)amino}-4'-{(biphenyl-4-yl)-phenylamino}-2-phenyl-biphenyl